COC1CCN(CC1)C1=CC=C(C(=N1)C)NC1CC2(CC(C2)NC(OC(C)(C)C)=O)C1 tert-butyl (6-((6-(4-methoxypiperidin-1-yl)-2-methylpyridin-3-yl)amino)spiro[3.3]heptan-2-yl)carbamate